FC=1C=CC(=NC1)C1=NOC(=N1)C1=NC(=C(C(=C1)C=1C=NC=CC1C)OC)C 3-(5-Fluoropyridin-2-yl)-5-(5'-methoxy-4,6'-dimethyl-[3,4'-bipyridin]-2'-yl)-1,2,4-oxadiazole